4-(1-((2R,5S)-4-(8-(cyanomethyl)-9-ethyl-3-methyl-2-oxo-3,9-dihydro-2H-purin-6-yl)-2,5-dimethylpiperazin-1-yl)ethyl)-N-methylpicolinamide C(#N)CC=1N(C=2N(C(N=C(C2N1)N1C[C@H](N(C[C@@H]1C)C(C)C1=CC(=NC=C1)C(=O)NC)C)=O)C)CC